NC1=NC=2N(C=C1C#CCC1CCN(CC1)C(=O)OC(C)(C)C)C=C(N2)C2=C(C=CC=C2)O tert-butyl 4-[3-[7-amino-2-(2-hydroxyphenyl)imidazo[1,2-a]pyrimidin-6-yl] prop-2-ynyl]piperidine-1-carboxylate